C(CCC)N1C(C2C34C5CC(=CCC5C(C2CC1)C4)C3)=O 4-(n-butyl)-4-aza-pentacyclo[10.2.1.11,8.02,7.09,14]-11-hexadecene-3-one